2-[4-[2-(4-chloro-2-fluoro-phenyl)-2,3-dihydro-1,4-benzodioxine-5-yl]phenyl]acetyl chloride ClC1=CC(=C(C=C1)C1COC2=C(O1)C=CC=C2C2=CC=C(C=C2)CC(=O)Cl)F